O1COCC=C1C(=O)O [1,3]dioxine-6-carboxylic acid